ClC1=C(C=CC(=C1)F)C1=C(C2=CC(=CC=C2CC1)OC)C1=CC=C(C=C1)O 4-(2-(2-chloro-4-fluorophenyl)-7-methoxy-3,4-dihydronaphthalen-1-yl)phenol